ClC1=CC=C(CN2N=C3C4=C(CCC3=C2)OC(=C4C)C(=O)N4CCC(CC4)CO)C=C1 [2-(4-chlorobenzyl)-8-methyl-4,5-dihydro-2H-furo[2,3-g]indazol-7-yl][4-(hydroxymethyl)piperidin-1-yl]methanone